C(CCCCCCCCCCCCC)N1C(=C(C(C2=CC=CC=C12)=O)OC)C1=CC=CC=C1 N-tetradecyl-2-phenyl-3-methoxyquinolin-4-one